methyl O-(tert-butyl)serinate C(C)(C)(C)OC[C@H](N)C(=O)OC